C(C)(=O)C1=NN(C2=CC=C(C=C12)C=1C=NC(=NC1)C)CCN1[C@@H](C[C@H](C1)F)C(=O)NC1=NC(=CC=C1)Br (2S,4R)-1-(2-(3-acetyl-5-(2-methylpyrimidin-5-yl)-1H-indazol-1-yl)ethyl)-N-(6-bromopyridin-2-yl)-4-fluoropyrrolidine-2-carboxamide